1-(5-fluoro-1H-indol-2-yl)-3-methylbutan-1-ol FC=1C=C2C=C(NC2=CC1)C(CC(C)C)O